(5-chloro-2-((1-(tetrahydro-2H-pyran-4-yl)-1H-pyrazol-4-yl)amino)pyrimidin-4-yl)benzoic acid ClC=1C(=NC(=NC1)NC=1C=NN(C1)C1CCOCC1)C1=C(C(=O)O)C=CC=C1